3-[(6-chloro-4-oxo-3-phenyl-3,4-dihydroquinazolin-2-yl)amino]benzonitrile ClC=1C=C2C(N(C(=NC2=CC1)NC=1C=C(C#N)C=CC1)C1=CC=CC=C1)=O